((6-(difluoromethoxy)-2-(3'-(6-(difluoromethoxy)-5-(hydroxymethyl)benzo[d]oxazol-2-yl)-2,2'-dimethyl-[1,1'-biphenyl]-3-yl)benzo[d]oxazol-5-yl)methyl)-L-proline methyl ester COC([C@H]1N(CCC1)CC=1C(=CC2=C(N=C(O2)C=2C(=C(C=CC2)C2=C(C(=CC=C2)C=2OC3=C(N2)C=C(C(=C3)OC(F)F)CO)C)C)C1)OC(F)F)=O